ClCC1=CC=C(CCN2CCOCC2)C=C1 (4-(chloromethyl)phenethyl)morpholine